6α-benzyl(methyl)amino-14β-hydroxymorphinan C(C1=CC=CC=C1)[C@@H]1C[C@]23C=4C=CC=C(C4C[C@H]([C@@]2(CC1)O)NCC3)NC